(3-[(ethylimino)methylidene]aminopropyl)dimethylamine hydrochloride Cl.C(C)N=C=NCCCN(C)C